FC(OC1=CC=C2CCNC2=C1)(F)F 6-(trifluoromethoxy)indoline